BrCC1=CC=C2C(=CC(=NC2=C1)Cl)COC 7-(bromo-methyl)-2-chloro-4-(methoxymethyl)quinoline